N1(CCOCC1)C1=CC=C(C=C1)NC=1N=CC2=C(N1)C(=NC=C2)C2=NC=CC(=C2)NS(=O)(=O)C=C N-(2-(2-((4-morpholinylphenyl)amino)pyrido[3,4-d]pyrimidin-8-yl)pyridin-4-yl)ethenesulfonamide